methylolacrylamide Fluorine [F].C(O)C(C(=O)N)=C